O(C1=CC=CC=C1)C1=NC(=NC=C1)C1=NC=CC=C1 PHENOXY-PYRIDYL-PYRIMIDINE